11-hydroxy-7-methoxy-5-oxo-11,11a-dihydro-1H,3H-spiro[benzo[e]pyrrolo[1,2-a][1,4]diazepin-2,1'-cyclopropane]-10(5H)-carboxylic acid allyl ester C(C=C)OC(=O)N1C(C2N(C(C3=C1C=CC(=C3)OC)=O)CC3(CC3)C2)O